methyl 1-(2-chloro-5-methylpyridin-4-yl)-1H-1,2,3-triazole-4-carboxylate ClC1=NC=C(C(=C1)N1N=NC(=C1)C(=O)OC)C